2-(4-amino-2,3-dihydro-spiro[inden-1,4'-piperidin]-1'-yl)acetic acid tert-butyl ester C(C)(C)(C)OC(CN1CCC2(CC1)CCC1=C(C=CC=C12)N)=O